5-[1-[[4-[(3R,5R)-5-[(5-bromo-1-methyl-6-oxo-pyridazin-4-yl)amino]-1-methyl-3-piperidyl]phenyl]methyl]pyrrolidin-3-yl]-2-(2,6-dioxo-3-piperidyl)isoindoline-1,3-dione BrC1=C(C=NN(C1=O)C)N[C@@H]1C[C@@H](CN(C1)C)C1=CC=C(C=C1)CN1CC(CC1)C=1C=C2C(N(C(C2=CC1)=O)C1C(NC(CC1)=O)=O)=O